S-(((2S,3R,4R,5R)-5-(4-Amino-5-(4-cyanophenyl)-7H-pyrrolo[2,3-d]pyrimidin-7-yl)-3,4-bis((tert-butyldimethylsilyl)oxy)tetrahydrofuran-2-yl)methyl) thioacetate C(C)(=O)SC[C@H]1O[C@H]([C@@H]([C@@H]1O[Si](C)(C)C(C)(C)C)O[Si](C)(C)C(C)(C)C)N1C=C(C2=C1N=CN=C2N)C2=CC=C(C=C2)C#N